N6-acetyl-N2-((benzyloxy)carbonyl)-L-lysine C(C)(=O)NCCCC[C@H](NC(=O)OCC1=CC=CC=C1)C(=O)O